IC1=CC=C(C=C1)C1=CC=2C(=CN=CC2)N1 2-(4-iodophenyl)-1H-pyrrolo[2,3-c]pyridine